BrC=1C(=C(COC=2C=C(C=CC2)NC(OC(C)(C)C)=O)C=CC1C)F tert-Butyl (3-((3-bromo-2-fluoro-4-methylbenzyl)oxy)phenyl)carbamate